NC1=NC=CC=C1C1=NC=2C(=NC(=CC2)C2=CC=CC=C2)N1C1=CC=C(C=C1)C1CN(C1)CC1CCC(CC1)C(=O)N 4-((3-(4-(2-(2-aminopyridin-3-yl)-5-phenyl-3H-imidazo[4,5-b]pyridin-3-yl)phenyl)azetidin-1-yl)methyl)cyclohexane-1-carboxamide